OC[C@@H]1N(CC2=CC=CC(=C2C1)N1[C@@H](COCC1)C)C(=O)OC(C)(C)C tert-butyl (3R)-3-(hydroxymethyl)-5-[(3R)-3-methylmorpholin-4-yl]-3,4-dihydro-1H-isoquinoline-2-carboxylate